FC1=C(C=C(C=C1)C1=C(C=CC=C1)OCCO)NS(=O)(=O)C1=CC(=NC=C1OC)C(=O)O 4-[[2-fluoro-5-[2-(2-hydroxyethoxy)phenyl]phenyl]sulfamoyl]-5-methoxy-pyridine-2-carboxylic acid